BrC1=C(C=C(C=C1)C)N1N=NC(=C1)COCC=1C(=C(C=CC1)C1=CC=CC=C1)C 1-(2-bromo-5-methylphenyl)-4-(((2-methylbiphenyl-3-yl)methoxy)methyl)-1H-1,2,3-triazole